CS(=O)(=O)C(C(C1=CC=C(C=C1)C)NS(=O)(=O)C1=CC=C(C=C1)OC(F)(F)F)C N-(2-(methylsulfonyl)-1-(p-tolyl)propyl)-4-(trifluoromethoxy)benzenesulfonamide